NC1=CC=C(C=N1)C=1C=C(C(=O)NCCC(C)C)C=C(C1)F 3-(6-Aminopyridin-3-yl)-5-fluoro-N-isopentyl-benzamide